BrC1=CC=C(C=C1)N1N=C(C(=C1)C1OCC(N1C1=CC=C(C=C1)[N+](=O)[O-])=O)C1=CC=C(C=C1)F (1-(4-bromophenyl)-3-(4-fluorophenyl)-1H-pyrazol-4-yl)-3-(4-nitrophenyl)oxazolidin-4-one